1-(3-((R)-1-((6-(((R)-1,4-dioxan-2-yl)methoxy)-7-methoxy-2-Methylquinazolin-4-yl)amino)ethyl)-2-fluorophenyl)-1,1-difluoro-2-methylpropan-2-ol O1[C@H](COCC1)COC=1C=C2C(=NC(=NC2=CC1OC)C)N[C@H](C)C=1C(=C(C=CC1)C(C(C)(O)C)(F)F)F